tert-butyl 2-(5-fluoro-2-(4-(2-oxooxazolidin-3-yl)-3-(1-(2,2,2-trifluoroethyl)-1H-indazole-3-carboxamido)benzamido) phenyl)acetate FC=1C=CC(=C(C1)CC(=O)OC(C)(C)C)NC(C1=CC(=C(C=C1)N1C(OCC1)=O)NC(=O)C1=NN(C2=CC=CC=C12)CC(F)(F)F)=O